FC1=C(C(=C(C=C1OC)OC)F)[C@H]1CCCC2=C(NN=C2C2=C(C=NN2C)NC(C=C)=O)C1 (S)-N-(5-(7-(2,6-difluoro-3,5-dimethoxyphenyl)-1,4,5,6,7,8-hexahydrocyclohepta[c]pyrazol-3-yl)-1-methyl-1H-pyrazol-4-yl)acrylamide